C(C)(C)N1N=C(C=C1C1[C@H]2CC(C[C@@H]12)N1C[C@@]2(CCS(C2)(=O)=O)CC1)C=1C=NC=C(C1)C(F)(F)F (S)-7-((1R,3r,5S,6S)-6-(1-isopropyl-3-(5-(trifluoromethyl)pyridin-3-yl)-1H-pyrazol-5-yl)bicyclo[3.1.0]hexan-3-yl)-2-thia-7-azaspiro[4.4]nonane 2,2-dioxide